NC1=NC2=CC(=CC=C2C=C1F)CN(C(=O)C1CCOCC1)C1=CC=CC=2C(CCS(C21)(=O)=O)(F)F N-[(2-amino-3-fluoroquinolin-7-yl)methyl]-N-(4,4-difluoro-1,1-dioxo-3,4-dihydro-2H-1λ6-benzothiopyran-8-yl)oxane-4-carboxamide